4-((2,3,4,5-tetrahydro-1H-benzo[b]azepin-1-yl)difluoromethyl)-N-hydroxybenzamide N1(C2=C(CCCC1)C=CC=C2)C(C2=CC=C(C(=O)NO)C=C2)(F)F